Cl.C(C)(C)C=1C=C(C=C(C1)C=1C=NN(C1)C)[C@@H](C)N (1R)-1-[3-isopropyl-5-(1-methylpyrazol-4-yl)phenyl]ethylamine hydrochloride